ClC1=NC=C(C(=C1)N[C@@H](CCO)C)C#CC=1C=NN(C1)C (R)-3-((2-chloro-5-((1-methyl-1H-pyrazol-4-yl)ethynyl)pyridin-4-yl)amino)butan-1-ol